(E)-N'-(3,5-dimethoxybenzylidene)-6-(4-ethoxyphenyl)picolinohydrazide COC=1C=C(\C=N\NC(C2=NC(=CC=C2)C2=CC=C(C=C2)OCC)=O)C=C(C1)OC